S(=O)(=O)(C1=CC(=C(C=C1)O)N)C1=CC(=C(C=C1)O)N 4,4'-sulphonylbis(2-aminophenol)